(S)-N-(1-(3-chlorophenyl)-2-hydroxyethyl)-4-methyl-1-(2-(phenylamino)pyridin-4-yl)-1H-pyrrole-3-amide ClC=1C=C(C=CC1)[C@@H](CO)NC(=O)C1=CN(C=C1C)C1=CC(=NC=C1)NC1=CC=CC=C1